ClC1=C(C=CC=C1)C1=NC=2NC(N(C(C2N1C1=CC=C(C=C1)Cl)=O)CC(CO)O)=O 8-(2-chlorophenyl)-7-(4-chlorophenyl)-1-[2,3-dihydroxypropyl]Purine-2,6-dione